ClC1=CN=C2C(=N1)NC=C2C2=NC(=C(C(=N2)N[C@@H]2[C@H](C1CCC2CC1)C(=O)O)F)C=1SC(=CC1)C (2S,3S)-3-((2-(3-chloro-5H-pyrrolo[2,3-b]pyrazin-7-yl)-5-fluoro-6-(5-methylthiophen-2-yl)pyrimidin-4-yl)amino)bicyclo[2.2.2]octane-2-carboxylic acid